FC(C1=CC=CC(=N1)NC(=O)N1CCCCC1)(F)F N-[6-(trifluoromethyl)pyridin-2-yl]piperidine-1-carboxamide